(3S)-N-(2-((4-tert-butyl-3-fluorophenyl)amino)-1-(4-(2-hydroxypropan-2-yl)phenyl)-2-oxoethyl)-5-oxopyrrolidine-3-carboxamide C(C)(C)(C)C1=C(C=C(C=C1)NC(C(C1=CC=C(C=C1)C(C)(C)O)NC(=O)[C@@H]1CNC(C1)=O)=O)F